O1CCC(=CC1)C=1C=CC(=C(C1)C1CC(NC1)=O)B1OC(C(O1)(C)C)(C)C 4-(5-(3,6-dihydro-2H-pyran-4-yl)-2-(4,4,5,5-tetramethyl-1,3,2-dioxaborolan-2-yl)phenyl)pyrrolidin-2-one